C1N(CCC2=CC=CC=C12)C=1C2=C(N=C(N1)C1=C(C=CC=C1)OC)CN(C2)C#N 4-(3,4-dihydroisoquinolin-2(1H)-yl)-2-(2-methoxyphenyl)-5,7-dihydro-6H-pyrrolo[3,4-d]pyrimidine-6-carbonitrile